3-(1-((2-amino-5-chloropyridin-3-yl)ethyl)phenyl)-3-(3-methylphenyl)urea NC1=NC=C(C=C1CCC1(CC=CC=C1)N(C(N)=O)C1=CC(=CC=C1)C)Cl